6-(3-methyl-4-(N-methylpropionamido)phenyl)nicotinamide CC=1C=C(C=CC1N(C(CC)=O)C)C1=NC=C(C(=O)N)C=C1